C(C)OC1=NN(C=C1C=1C=2O[C@H](CCOC=3N(N=CC3C=3N=CC=C(NC(=NC1)C2)N3)C)C)C (10S)-13-(3-ethoxy-1-methyl-pyrazol-4-yl)-5,10-dimethyl-7,11-dioxa-4,5,15,17,21,22-hexazatetracyclo[16.3.1.112,16.02,6]tricosa-1(22),2(6),3,12(23),13,15,18,20-octaene